OC(C)(C)C1=CC=CC(=N1)C=O 6-(2-hydroxypropan-2-yl)picolinaldehyde